(S)-N-(1-(3-chlorophenyl)-2-(dimethylamino)ethyl)-1-(5-methyl-2-((tetrahydro-2H-pyran-4-yl)amino)pyrimidin-4-yl)-1H-imidazole-4-carboxamide ClC=1C=C(C=CC1)[C@@H](CN(C)C)NC(=O)C=1N=CN(C1)C1=NC(=NC=C1C)NC1CCOCC1